C1(CC1)C1=C(C=C(C=N1)C(=O)NCC=1C=NC=CC1C)F 6-cyclopropyl-5-fluoro-N-[(4-methylpyridin-3-yl)methyl]pyridine-3-carboxamide